ClC=1C(=NC=C(C1)COC1CC2(C(N3C(O2)CC[C@H]3C3=NC=CN=C3)=O)C1)CC#N [3-chloro-5-({[(5'S)-3'-oxo-5'-(pyrazin-2-yl)tetrahydro-3'H-spiro[cyclobutane-1,2'-pyrrolo[2,1-b][1,3]oxazol]-3-yl]oxy}methyl)pyridin-2-yl]acetonitrile